CN1C(N(C2=NC(=NC=C12)NC=1C=NC(=CC1C)C=1OC(=CC1)C)C1CCOCC1)=O 7-methyl-2-((4-methyl-6-(5-methylfuran-2-yl)pyridin-3-yl)amino)-9-(tetrahydro-2H-pyran-4-yl)-7,9-dihydro-8H-purin-8-one